(R)-N-(tert-butyldiphenylsilyl)-6-((tert-butyldiphenylsilyl)oxy)-6,7-dihydro-5H-pyrazolo[5,1-b]-[1,3]oxazine-3-sulfonamide [Si](C1=CC=CC=C1)(C1=CC=CC=C1)(C(C)(C)C)NS(=O)(=O)C=1C=NN2C1OC[C@@H](C2)O[Si](C2=CC=CC=C2)(C2=CC=CC=C2)C(C)(C)C